C1(CC1)C1=NC=NC(=C1C=1N=CC2=C(N1)N(C(C=C2)=O)CC2=CC=C(C=C2)C2=NC=CC=C2F)OC 2-(4-cyclopropyl-6-methoxypyrimidin-5-yl)-8-{[4-(3-fluoropyridin-2-yl)phenyl]methyl}pyrido[2,3-d]pyrimidin-7-one